P(=O)(OCCC[NH3+])(OCCCCCC(=O)OCC1=CC=CC=C1)[O-] 3-Ammoniopropyl (6-(benzyloxy)-6-oxohexyl) phosphate